C(C)[N+]1=C(C(C=2C3=C(C=CC12)C=CC=C3)(C)C)C 3-ethyl-1,1,2-trimethyl-1H-benzo[e]indol-3-ium